(4S)-2-(1-acetylpyrrolidin-3-yl)-7-(3,5-dimethylisoxazol-4-yl)-4-pyridin-2-yl-4,5-dihydroimidazo[1,5,4-de][1,4]benzoxazine C(C)(=O)N1CC(CC1)C1=NC2=CC=C(C3=C2N1[C@H](CO3)C3=NC=CC=C3)C=3C(=NOC3C)C